(S)-ethyl 8-(2-amino-6-((R)-2,2,2-trifluoro-1-(4-(4-methoxy-4-oxobutyl)-2-(3-methyl-1H-pyrazol-1-yl)phenyl)ethoxy)pyrimidin-4-yl)-2,8-diazaspiro[4.5]decane-3-carboxylate NC1=NC(=CC(=N1)N1CCC2(C[C@H](NC2)C(=O)OCC)CC1)O[C@@H](C(F)(F)F)C1=C(C=C(C=C1)CCCC(=O)OC)N1N=C(C=C1)C